C[NH+]1CCC=C2C=3C=CC=C4NC=C(CC12)C34 6-methyl-6,11-diazatetracyclo[7.6.1.02,7.012,16]hexadeca-1(16),2,9,12,14-pentaen-6-ium